(2-Benzo[1,3]dioxol-5-yl-imidazo[1,2-a]pyridin-7-yl)-(2-fluoro-ethyl)-methyl-amine O1COC2=C1C=CC(=C2)C=2N=C1N(C=CC(=C1)N(C)CCF)C2